5-Amino-2-(3-hydroxy-3-methylbutyl)-2H-indazole-6-carboxylic acid methyl ester COC(=O)C=1C(=CC2=CN(N=C2C1)CCC(C)(C)O)N